4-nitrophenyl (6-((6-(2-((1R)-1-((tert-butylsulfinyl)(ethyl)amino)ethyl)-5-methoxypyridin-4-yl)imidazo[1,2-a]pyrazin-8-yl)oxy)-1-cyanohexyl)carbamate C(C)(C)(C)S(=O)N([C@H](C)C1=NC=C(C(=C1)C=1N=C(C=2N(C1)C=CN2)OCCCCCC(C#N)NC(OC2=CC=C(C=C2)[N+](=O)[O-])=O)OC)CC